C(C(O)C)(=O)[O-].C(C)[N-]CC diethylamide lactate